3-(benzyloxy)-4-methylbenzoic acid methyl ester COC(C1=CC(=C(C=C1)C)OCC1=CC=CC=C1)=O